bis[4-(1,1,3,3-tetramethylbutyl) phenyl]-2,2-bis(3,5-di-tert-butyl-4-hydroxybenzyl)malonate CC(CC(C)(C)C)(C)C1=CC=C(C=C1)OC(C(C(=O)OC1=CC=C(C=C1)C(CC(C)(C)C)(C)C)(CC1=CC(=C(C(=C1)C(C)(C)C)O)C(C)(C)C)CC1=CC(=C(C(=C1)C(C)(C)C)O)C(C)(C)C)=O